BrC1=CC=C(C=C1)NS(=O)(=O)C=1C=C(C(=O)N(CC)CC)C=CC1 3-(N-(4-bromophenyl)sulfamoyl)-N,N-diethylbenzamide